C(CCCCC(=O)O)(=O)O.C(CCCC)(N)N pentanediamine adipate